3-(N-(benzo[d][1,3]dioxol-5-yl)sulfamoyl)-N-(4-morpholinophenyl)benzamide O1COC2=C1C=CC(=C2)NS(=O)(=O)C=2C=C(C(=O)NC1=CC=C(C=C1)N1CCOCC1)C=CC2